BrC1OC(C2=CC=C(C=C12)F)=O 3-bromo-5-fluoroisobenzofuran-1(3H)-one